CC1=C(C(=CC=C1)C)NS(=O)(=O)C=1C=C(C=NC1OC)NC(=O)C=1C2=C(SC1)CCC2 N-(5-(N-(2,6-dimethylphenyl)sulfamoyl)-6-methoxypyridin-3-yl)-5,6-dihydro-4H-cyclopenta[b]thiophene-3-carboxamide